FC=1C(=CC=C2C=NC(=NC12)NC1=CC(=NC=C1)CSC)C(F)(F)F 8-fluoro-N-(2-((methylthio)methyl)pyridin-4-yl)-7-(trifluoromethyl)quinazolin-2-amine